C(C=C)(=O)OCC[N+](CCS(=O)(=O)[O-])(C)C 2-((2-(acryloyloxy)ethyl)dimethylammonio)ethane-1-sulfonate